N-(3-carbamoyl-5-fluoro-phenyl)-2-fluoro-6-[2-methoxy-4-(trifluoromethoxy)phenoxy]-3-(trifluoromethyl)benzamide C(N)(=O)C=1C=C(C=C(C1)F)NC(C1=C(C(=CC=C1OC1=C(C=C(C=C1)OC(F)(F)F)OC)C(F)(F)F)F)=O